triphenylcarbenium tetrakis[3,5-bis(trifluoromethyl)phenyl]borate FC(C=1C=C(C=C(C1)C(F)(F)F)[B-](C1=CC(=CC(=C1)C(F)(F)F)C(F)(F)F)(C1=CC(=CC(=C1)C(F)(F)F)C(F)(F)F)C1=CC(=CC(=C1)C(F)(F)F)C(F)(F)F)(F)F.C1(=CC=CC=C1)[C+](C1=CC=CC=C1)C1=CC=CC=C1